2-(2,6-DIOXOPIPERIDIN-3-YL)-4-((4-(HYDROXYMETHYL)BENZYL)OXY)ISOINDOLINE-1,3-DIONE O=C1NC(CCC1N1C(C2=CC=CC(=C2C1=O)OCC1=CC=C(C=C1)CO)=O)=O